8-(3-(dimethylamino)azetidin-1-yl)-N-(2-ethoxy-4-(4-methyl-4H-1,2,4-triazol-3-yl)phenyl)-6-methylpyrido[3,4-d]pyrimidin-2-amine CN(C1CN(C1)C1=NC(=CC2=C1N=C(N=C2)NC2=C(C=C(C=C2)C2=NN=CN2C)OCC)C)C